(S)-N-(1-(3-(2-cyclopropylpyridin-4-yl)-1,2,4-oxadiazol-5-yl)ethyl)-1,3-dimethyl-1H-pyrazole-5-carboxamide C1(CC1)C1=NC=CC(=C1)C1=NOC(=N1)[C@H](C)NC(=O)C1=CC(=NN1C)C